C(C)(C)(C)OC(CC1(CCN(CC1)C1=CC(=C(C=C1)NC1C(NC(CC1)=O)=O)F)O)=O 2-[1-[4-[(2,6-dioxo-3-piperidyl)amino]-3-fluoro-phenyl]-4-hydroxy-4-piperidyl]acetic acid tert-butyl ester